FC1=C(C=NN1C)C(=O)NCC1=C(C=CC=C1C(C)C)F 5-fluoro-N-(2-fluoro-6-isopropylbenzyl)-1-methyl-1H-pyrazole-4-carboxamide